1-methyl-3-(trimethylsilyl)pyrazole CN1N=C(C=C1)[Si](C)(C)C